ClC=1C=C(C(=C(C1)O)C=1N=NC(=CC1)CCl)C 5-Chloro-2-(6-(chloromethyl)pyridazin-3-yl)-3-methylphenol